C(C1=CC=CC=C1)OC(=O)C1[N@@](C1)C(C)C (S)-1-isopropylaziridine-2-carboxylic acid benzyl ester